OCCC1OCOC1 4-hydroxyethyl-1,3-dioxolane